C(O)([O-])=O.[Mg+2].C(O)([O-])=O Magnesium hydrogencarbonat